CC1=CC=CC1 methyl-perhydrocyclopentadiene